5-(4-(2-(4-fluorophenoxy)ethyl)piperazin-1-yl)-3-hydroxypyridine FC1=CC=C(OCCN2CCN(CC2)C=2C=C(C=NC2)O)C=C1